BrC1=CN(C(C2=CN=C(C=C12)N1CCOCC1)=O)C 4-bromo-2-methyl-6-(morpholin-4-yl)-2,7-naphthyridin-1-one